CC=1C=C(C=CC1C)N1CC(CC1=O)C(=O)N1CCC(CC1)C(=O)N/C(=N/O)/C1=CC2=C(OCC(N2CC)=O)C=C1 (E)-1-(1-(3,4-dimethylphenyl)-5-oxopyrrolidine-3-carbonyl)-N-((4-ethyl-3-oxo-3,4-dihydro-2H-benzo[b][1,4]oxazin-6-yl)(oximino)methyl)piperidine-4-carboxamide